7-(3-chlorobenzyl)-4-(4-ethylbenzyl)-6,7,8,9-tetrahydroimidazo[1,2-a]pyrido[3,4-e]pyrimidine-5(4H)-one ClC=1C=C(CN2CC=3C(N(C=4N(C3CC2)C=CN4)CC4=CC=C(C=C4)CC)=O)C=CC1